2-(5-fluoro-2-((1-(methylsulfonyl)piperidin-4-yl)amino)pyrimidin-4-yl)-3-methyl-5,6-dihydro-4H-thieno[2,3-c]pyrrol-4-one FC=1C(=NC(=NC1)NC1CCN(CC1)S(=O)(=O)C)C1=C(C2=C(CNC2=O)S1)C